2,4-Dihydroxyanthraquinone OC1=CC=2C(C3=CC=CC=C3C(C2C(=C1)O)=O)=O